C1(CCCC1)C1=C(C(=CC=C1)C1CCCC1)O 2,6-dicyclopentylphenol